N1(CCCC1)C1CCCCCCC(C1)=O pyrrolidinocyclononane-8-one